N1=CC=CC2=CC=CN=C12 Naphthyridin